CC=1C(=NC(=NC1)NC1=CC(=C(C=C1)C)C=1C=NC=CC1)NC=1C=CC2=C(NC(O2)=O)C1 5-(5-methyl-2-(4-methyl-3-(pyridin-3-yl)phenylamino)pyrimidin-4-ylamino)benzo[d]oxazol-2(3H)-one